CN(C=1C=C(C=C(C1)C(F)(F)F)C1CCC2(CN(C2)C(=O)C2CC(C2)(C)O)CC1)C (7-(3-(dimethylamino)-5-(trifluoromethyl)phenyl)-2-azaspiro[3.5]non-2-yl)((1s,3s)-3-hydroxy-3-methylcyclobutyl)methanone